FC1=C(C=CC(=C1)C(F)(F)F)C1=NC(=NC2=C1N=C(N(C2=O)C)C)N2C[C@H](OCC2)C=2C=NN(C2)C 8-[2-fluoro-4-(trifluoromethyl)phenyl]-2,3-dimethyl-6-[(2R)-2-(1-methyl-1H-pyrazol-4-yl)morpholin-4-yl]-3H,4H-pyrimido[5,4-d][1,3]diazin-4-one